(6R,8aS)-6-ethyl-2-[4-fluoro-2-(trifluoromethyl)phenyl]-1,5,6,7,8,8a-hexahydroimidazo[1,5-a]pyrazine-3-one C(C)[C@H]1NC[C@@H]2N(C1)C(N(C2)C2=C(C=C(C=C2)F)C(F)(F)F)=O